S(=O)(=O)(O)O.C(=C)S(=O)(=O)C=C bisvinyl sulfone sulfate